C(C)(=O)N1C[C@@H](CC1)NC(=O)[C@H](CCCNC(=O)OCC1=CC=CC=C1)NC(OC(C)(C)C)=O tert-butyl N-[(1S)-1-{[(3R)-1-acetylpyrrolidin-3-yl]carbamoyl}-4-{[(benzyloxy)carbonyl]amino}butyl]carbamate